hydroxy-N,N,2-trimethylbenzimidazole-6-carboxamide OC1=CC(=CC=2N=C(NC21)C)C(=O)N(C)C